3-(5-{[(benzyloxy)carbonyl]amino}-2H-pyrazol-3-yl)cyclopentyl N-cyclopentylcarbamate C1(CCCC1)NC(OC1CC(CC1)C=1NN=C(C1)NC(=O)OCC1=CC=CC=C1)=O